4-chloro-5'-phenyl-1,1':3',1''-terphenyl ClC1=CC=C(C=C1)C1=CC(=CC(=C1)C1=CC=CC=C1)C1=CC=CC=C1